2,2-dimethyl-1,3-propanediyl dioleate C(CCCCCCC\C=C/CCCCCCCC)(=O)OCC(COC(CCCCCCC\C=C/CCCCCCCC)=O)(C)C